1-benzyl-3-(2,2-difluoroethyl)piperazine C(C1=CC=CC=C1)N1CC(NCC1)CC(F)F